NC1=C(C=C(C=C1)C1=NN(C2=C1C(=NC=C2)N)C)F 3-(4-amino-3-fluorophenyl)-1-methyl-1H-pyrazolo[4,3-c]pyridin-4-amine